ClC1=NC2=C(C=C(C=C2C(=N1)N1C[C@@](CCC1)(O)CO)F)F |r| (rac)-1-(2-chloro-6,8-difluoroquinazolin-4-yl)-3-(hydroxymethyl)piperidin-3-ol